N-(cyclopentylaminomethyl-sulfonyl)-3-(4-ethoxy-3-methoxyphenyl)acrylamide potassium sodium niobium tungsten [W].[Nb].[Na].[K].C1(CCCC1)NCS(=O)(=O)NC(C=CC1=CC(=C(C=C1)OCC)OC)=O